3-(8-(5-amino-1-(6-(2,6-difluorophenoxy)-4-methylpyridin-3-yl)-1H-pyrazole-4-carbonyl)-1,3,4,7-tetrahydro-2H-pyrrolo[2,3-H]isoquinolin-2-yl)-2,2-dimethylpropionitrile NC1=C(C=NN1C=1C=NC(=CC1C)OC1=C(C=CC=C1F)F)C(=O)C1=CC=2C(=CC=C3CCN(CC23)CC(C#N)(C)C)N1